CS(=O)(=O)OCCOCCOCCOCCOCC1=CC=CC=C1 2-[2-[2-(2-benzyloxyethoxy)ethoxy]ethoxy]ethyl methanesulfonate